3-((1R,3R)-1-(2,6-difluoro-4-((1-(3-fluoropropyl)azetidin-3-yl)amino)phenyl)-3,6-dimethyl-1,3,4,9-tetrahydro-2H-pyrido[3,4-b]indol-2-yl)-2,2-difluoropropan-1-ol FC1=C(C(=CC(=C1)NC1CN(C1)CCCF)F)[C@H]1N([C@@H](CC2=C1NC1=CC=C(C=C21)C)C)CC(CO)(F)F